NC1=C(C2=C(S1)C(=CC=C2C2=C(C=C1C(=NC(=NC1=C2F)OC[C@]21CCCN1C[C@@H](C2)F)N2CCC(CCC2)CC#N)Cl)F)C#N 2-amino-4-(6-chloro-4-(4-(cyanomethyl)azepan-1-yl)-8-fluoro-2-(((2R,7aS)-2-fluorotetrahydro-1H-pyrrolizin-7a(5H)-yl)methoxy)-quinazolin-7-yl)-7-fluoro-benzo[b]thiophene-3-carbonitrile